octadecanylfluorononylsulfonate C(CCCCCCCCCCCCCCCCC)OS(=O)(=O)CCCCCCCCCF